COC1=CC2=C(NC(N(CC2C)C2CCNCC2)=O)C=C1 7-methoxy-5-methyl-3-piperidin-4-yl-1,3,4,5-tetrahydro-benzo[d][1,3]diazepin-2-one